N-((6-((4-chlorophenyl)amino)-2-morpholinopyrimidin-4-yl)methyl)-6-hydroxypicolinamide ClC1=CC=C(C=C1)NC1=CC(=NC(=N1)N1CCOCC1)CNC(C1=NC(=CC=C1)O)=O